ClC=1C(=NC(=NC1)NC=1C=CC(=C(C1)NC(C)=O)N1C[C@H](CC1)N(C)C)C1=CN(C2=C(C=CC=C12)C)C (S)-N-(5-((5-chloro-4-(1,7-dimethyl-1H-indol-3-yl)pyrimidin-2-yl)amino)-2-(3-(dimethylamino)pyrrolidin-1-yl)phenyl)acetamide